O1CCCC12CN(CCC2)C(=O)C2=CC=1C(=NC=CC1C=1C=C(C=NC1)C1=CC=C(C=C1)N1C(CCC1)=O)N2 1-(4-(5-(2-(1-oxa-7-azaspiro[4.5]decane-7-carbonyl)-1H-pyrrolo[2,3-b]pyridin-4-yl)pyridin-3-yl)phenyl)pyrrolidin-2-one